CS(=O)(=O)NC(CC)=O N-methanesulphonylpropionamide